NC1=C(C(=NN1[C@@H]1CN([C@H](C1)COC)C(C=C)=O)C#CC1=C(C2=C(N(C=N2)C2CC2)C=C1F)F)C(=O)N 5-amino-3-[2-(1-cyclopropyl-4,6-difluoro-1,3-benzodiazol-5-yl)ethynyl]-1-[(3S,5R)-5-(methoxymethyl)-1-(prop-2-enoyl)pyrrolidin-3-yl]Pyrazole-4-carboxamide